COC1=C(C=CC=C1)[C@@H](CN1C(N(C(C2=C1SC(=C2C)C=2OC=CN2)=O)CC2CC(C2)C(=O)O)=O)OC2CCOCC2 (S)-3-((1-(2-(2-methoxyphenyl)-2-((tetrahydro-2H-pyran-4-yl)oxy)ethyl)-5-methyl-6-(oxazol-2-yl)-2,4-dioxo-1,2-dihydrothieno[2,3-d]pyrimidine-3(4H)-yl)methyl)cyclobutanecarboxylic acid